7-bromo-heptane-1-sulfonyl chloride BrCCCCCCCS(=O)(=O)Cl